5-[2-(1-piperidyl)ethoxy]-2-vinylpyridine N1(CCCCC1)CCOC=1C=CC(=NC1)C=C